[(3S)-5-oxopyrrolidin-3-yl]4-[3-[2-[(1-tert-butoxycarbonylazetidin-3-yl)amino]-3-pyridyl]pyrazolo[1,5-a]pyrimidin-5-yl]piperazine-1-carboxylate O=C1C[C@@H](CN1)OC(=O)N1CCN(CC1)C1=NC=2N(C=C1)N=CC2C=2C(=NC=CC2)NC2CN(C2)C(=O)OC(C)(C)C